CC1=C(N=NC(=C1C)CC=1C=NC=CC1)N1C[C@H](N(CC1)C1=NC=C(N=C1)C(C)(C)O)C 2-[(R)-4-(4,5-dimethyl-6-pyridin-3-ylmethyl-pyridazin-3-yl)-2-methyl-3,4,5,6-tetrahydro-2H-[1,2']bipyrazinyl-5'-yl]-propan-2-ol